2-carbamoyl-4-((2S,3R,4R,5R)-3-(3,4-difluoro-2-methoxyphenyl)-4,5-dimethyl-5-(trifluoromethyl)tetrahydrofuran-2-carboxamido)pyridine 1-oxide C(N)(=O)C1=[N+](C=CC(=C1)NC(=O)[C@H]1O[C@]([C@@H]([C@@H]1C1=C(C(=C(C=C1)F)F)OC)C)(C(F)(F)F)C)[O-]